2-(2-fluorophenyl)-3-phenyl-1-propene FC1=C(C=CC=C1)C(=C)CC1=CC=CC=C1